[Na+].[Na+].[Na+].O=C/1C(=CC2=CC(=CC=C2\C1=N/NC1=CC=C(C2=CC=CC=C12)S(=O)(=O)[O-])S(=O)(=O)O)S(=O)(=O)O.O=C/1C(=CC2=CC(=CC=C2\C1=N/NC1=CC=C(C2=CC=CC=C12)S(=O)(=O)[O-])S(=O)(=O)O)S(=O)(=O)O.O=C/1C(=CC2=CC(=CC=C2\C1=N/NC1=CC=C(C2=CC=CC=C12)S(=O)(=O)[O-])S(=O)(=O)O)S(=O)(=O)O (4E)-3-oxo-4-[(4-sulfonato-1-naphthyl)hydrazono]naphthalene-2,7-disulfonic acid trisodium